O1C(CCCC1)N1N=CC2=CC(=CC=C12)N 1-tetrahydropyran-2-yl-indazol-5-amine